3-Fluoropropyl 2-ethyl-2-{[6-{[(1R,2R)-2-(hydroxymethyl)cyclopropyl]methoxy}-5-(3-methoxyazetidin-1-yl)pyridine-2-carbonyl] amino}butanoate C(C)C(C(=O)OCCCF)(CC)NC(=O)C1=NC(=C(C=C1)N1CC(C1)OC)OC[C@H]1[C@@H](C1)CO